N-ethyl-N-propyl-N'-(3-(octahydro-2H-quinolizin-2-yl)-1H-indol-5-yl)urea C(C)N(C(=O)NC=1C=C2C(=CNC2=CC1)C1CC2CCCCN2CC1)CCC